ClC1=C(C=O)C=C(C=C1)C 2-CHLORO-5-METHYLBENZALDEHYDE